12-(1-aminoethyl)-10-methyl-2,3,4,4a,5,6-hexahydro-1H,8H-pyrido[1',2':3,4]pyrimido[2,1-b]quinazolin-8-one NC(C)C=1C=C(C=C2C(N3C(=NC12)N1C(CC3)CCCC1)=O)C